tert-butyl (3-(2,2-difluoro-1-hydroxyethyl)-1-(4-(hydroxymethyl)-6-(2,3,4-trifluorophenyl)pyridin-3-yl)piperidin-3-yl)carbamate FC(C(O)C1(CN(CCC1)C=1C=NC(=CC1CO)C1=C(C(=C(C=C1)F)F)F)NC(OC(C)(C)C)=O)F